1-bromo-3-butoxy-5-chlorobenzene BrC1=CC(=CC(=C1)Cl)OCCCC